Cl.N1(CCNCCC1)S(=O)(=O)N1CCC(CC1)CN1CCC2(CN(C2)C2=NC=NC=C2OC2=C(C(=O)N(C(C)C)C(C)C)C=C(C=C2)F)CC1 2-((4-(7-((1-((1,4-diazepan-1-yl)sulfonyl)piperidin-4-yl)methyl)-2,7-diazaspiro[3.5]nonan-2-yl)pyrimidin-5-yl)oxy)-5-fluoro-N,N-diisopropylbenzamide hydrochloride Salt